BrC=1C=CC(=C(C(=O)OC)C1)O[C@H](C)CCCN1C(C2=CC=CC=C2C1=O)=O |r| rac-Methyl 5-bromo-2-((5-(1,3-dioxoisoindolin-2-yl)pentan-2-yl)oxy)benzoate